(2S)-1-methoxypropaneamine COC(CC)N